C(C1=CC=CC=C1)OC=1C(=CC2=C(SC(=C2)C(=O)O)C1)OC 6-(benzyloxy)-5-methoxybenzo[b]Thiophene-2-carboxylic acid